C(#C)C1CCOCC1 4-ethynyltetrahydro-2H-pyran